9-(3-methoxy-2,6-dimethylphenyl)-6-morpholino-9H-pyrazino[2',3':4,5]pyrrolo[2,3-d]pyrimidin-4-amine COC=1C(=C(C(=CC1)C)N1C2=C(C3=C1N=CN=C3N)N=C(C=N2)N2CCOCC2)C